NC1=C(C=C(C(=N1)C(=O)OCC)C1=CC=CC=C1)C#N Ethyl 6-Amino-5-cyano-3-phenylpicolinate